4-{[3-(1-cyanocyclopropylamino)phenyl]amino}-3-cyclopropyl-N-[imidazolidin-2-ylidene]benzamide C(#N)C1(CC1)NC=1C=C(C=CC1)NC1=C(C=C(C(=O)N=C2NCCN2)C=C1)C1CC1